1-[8-(2,2-difluoroethoxy)-4-methylsulfonyl-5,6,7,8-tetrahydroquinazolin-2-yl]-2-methyl-indole-4-carboxamide FC(COC1CCCC=2C(=NC(=NC12)N1C(=CC=2C(=CC=CC12)C(=O)N)C)S(=O)(=O)C)F